O=C1NC(CCC1C1=NN(C2=C(C=CC=C12)N1CCC(CC1)CN1CC2(CN(C2)C(=O)OC(C)(C)C)C1)C)=O tert-butyl 6-((1-(3-(2,6-dioxopiperidin-3-yl)-1-methyl-1H-indazol-7-yl)piperidin-4-yl)methyl)-2,6-diazaspiro[3.3]heptane-2-carboxylate